(3R,5R)-5-(3-((2-(ethoxymethyl)pyrazolo[1,5-a]pyrazin-4-yl)amino)-1H-pyrazol-5-yl)tetrahydrofuran-3-yl isopropylcarbamate C(C)(C)NC(O[C@H]1CO[C@H](C1)C1=CC(=NN1)NC=1C=2N(C=CN1)N=C(C2)COCC)=O